5-((5-(2-(((1R,3S)-3-aminocyclopentyl)oxy)-6-methoxy-3-methylphenyl)-1H-pyrazol-3-yl)amino)pyrazine-2-carbonitrile N[C@@H]1C[C@@H](CC1)OC1=C(C(=CC=C1C)OC)C1=CC(=NN1)NC=1N=CC(=NC1)C#N